tert-hexyl perbenzoate C1=CC=CC=C1C(=O)OOC(C)(C)CCC